N-[(3R)-5-nitro-3-(oxan-4-yl)-3,4-dihydro-2H-1,4-benzoxazin-7-ylsulfonyl]benzamide hydrochloride Cl.[N+](=O)([O-])C1=CC(=CC2=C1N[C@@H](CO2)C2CCOCC2)S(=O)(=O)NC(C2=CC=CC=C2)=O